CC1CN(CC(N1CC(F)(F)F)C)C1=C(C=C(C=C1)C1(CC(C1)N)N)F 1-(4-(3,5-dimethyl-4-(2,2,2-trifluoroethyl)piperazin-1-yl)-3-fluorophenyl)cyclobutane-1,3-diamine